IC1=C(C(=C(C(=C1C(=O)O)I)NC(C=C)=O)I)C(=O)O 2,4,6-Triiodo-5-(prop-2-enamido)benzene-1,3-dicarboxylic acid